[Na].P(OC1=CC=CC=C1)(OC(C1=C(C=C(C=C1C)C)C)=O)=O phenyl (2,4,6-trimethylbenzoyl) phosphonate sodium salt